Tri-methoxy(2,4,4-trimethylpentyl)silan CO[Si](CC(CC(C)(C)C)C)(OC)OC